1-((1-Allyl-2-oxo-1,2-dihydropyridin-3-yl)methyl)dihydropyrimidine-2,4(1H,3H)-dione C(C=C)N1C(C(=CC=C1)CN1C(NC(CC1)=O)=O)=O